N-spiro[3.3]heptan-3-yl-thiazole-4-carboxamide C1CC(C12CCC2)NC(=O)C=2N=CSC2